N-(6-morpholino-1-oxo-2-(tetrahydro-2H-pyran-4-yl)isoindolin-5-yl)pyrazolo[1,5-a]pyrimidine-3-carboxamide O1CCN(CC1)C1=C(C=C2CN(C(C2=C1)=O)C1CCOCC1)NC(=O)C=1C=NN2C1N=CC=C2